Cl.Cl.CC=1C=C(C=C(C1O)C)NC1=NC(=NC=C1F)NC1=CC(=CC=C1)OCCN1CCNCC1 N4-(3,5-dimethyl-4-hydroxyphenyl)-5-fluoro-N2-[3-[2-(N-piperazinyl)ethoxy]phenyl]-2,4-pyrimidine-diamine dihydrochloride